CC1=CCC(CC1)C(C=O)C 2-(4-methyl-3-cyclohexenyl)propanal